(3R)-1-butyl-2,5-dioxo-3-((1R)-1-hydroxy-1-cyclohexylmethyl)-9-(1-(4-(4-methylaminocarbonylphenoxy)phenyl)ethyl)-1,4,9-triazaspiro[5.5]undecane C(CCC)N1C([C@H](NC(C12CCN(CC2)C(C)C2=CC=C(C=C2)OC2=CC=C(C=C2)C(=O)NC)=O)[C@@H](C2CCCCC2)O)=O